3-(azetidin-1-ylsulfonyl)-4-(4,4,5,5-tetramethyl-1,3,2-dioxaborolan-2-yl)aniline N1(CCC1)S(=O)(=O)C=1C=C(N)C=CC1B1OC(C(O1)(C)C)(C)C